methyl (2RS)-2-(6-bromo-1-oxo-isoindolin-2-yl)-2-(5-chloro-2-methoxy-phenyl)acetate BrC1=CC=C2CN(C(C2=C1)=O)[C@@H](C(=O)OC)C1=C(C=CC(=C1)Cl)OC |r|